N-[(1'S,15R)-4,6,20-trifluorospiro[8-oxa-13,22-diazatetracyclo[15.3.1.110,14.02,7]docosa-1(20),2,4,6,10,12,14(22),17(21),18-nonaene-15,3'-cyclopentane]-1'-yl]methanesulfonamide FC=1C=C2C3=C(C=CC(C[C@]4(C[C@H](CC4)NS(=O)(=O)C)C=4N=CC=C(COC2=C(C1)F)N4)=C3)F